COC1=C(C=CC=C1)C1CCN(CC1)[C@@H]1CC2(CN(C2)C(=O)C2COC2)CC1 (S)-(6-(4-(2-methoxyphenyl)piperidin-1-yl)-2-azaspiro[3.4]octan-2-yl)(oxetan-3-yl)methanone